benzyl (5-(3-(5-(pentan-3-ylcarbamoyl)oxazol-2-yl)phenyl)-1H-pyrazole-3-carbonyl)-L-alaninate CCC(CC)NC(=O)C1=CN=C(O1)C=1C=C(C=CC1)C1=CC(=NN1)C(=O)N[C@@H](C)C(=O)OCC1=CC=CC=C1